BrC=1N=NNC1C(=O)OCC ethyl 4-bromo-1H-1,2,3-triazole-5-carboxylate